phenyl-azo-β-naphthol C1(=CC=CC=C1)N=NC1=C(C=CC2=CC=CC=C12)O